CC(CC(=O)O)(C)C1OC(C2(CO1)COC(OC2)C(CC(=O)O)(C)C)(C(=O)O)C(=O)O 3,9-bis(1,1-dimethyl-2-carboxyethyl)-2,4,8,10-tetraoxaspiro[5.5]undecanedicarboxylic acid